C1(CC1)N1N=C(C=C1)C1=C(C=O)C=C(C(=C1)OC)[N+](=O)[O-] (1-cyclopropyl-1H-pyrazol-3-yl)-4-methoxy-5-nitrobenzaldehyde